C(=O)C1=C(C(=O)OC)C=CC(=C1)N1CCC2(OCCO2)CC1 methyl 2-formyl-4-(1,4-dioxa-8-azaspiro[4.5]decane-8-yl)benzoate